[Si](C)(C)(C(C)(C)C)OCCN1N=C2C=CC(=CC2=C1)B1OC(C(O1)(C)C)(C)C 2-(2-((tert-butyldimethylsilyl)oxy)ethyl)-5-(4,4,5,5-tetramethyl-1,3,2-dioxaborolan-2-yl)-2H-indazole